methyl 3-(2-methoxyphenyl)-3-(phenyl)-acrylate COC1=C(C=CC=C1)C(=CC(=O)OC)C1=CC=CC=C1